tert-butyl 2-(5-(2-methoxy-5-((octylcarbamoyl)oxy)phenyl)pyridin-3-yl)-1H-pyrrole-1-carboxylate COC1=C(C=C(C=C1)OC(NCCCCCCCC)=O)C=1C=C(C=NC1)C=1N(C=CC1)C(=O)OC(C)(C)C